p-azidobenzyl ether N(=[N+]=[N-])C1=CC=C(COCC2=CC=C(C=C2)N=[N+]=[N-])C=C1